C(CCCCCC)C(C(=O)OC)CCCCCCCCC heptylundecanoic acid, methyl ester